COC1=C(CNC2=NC=3C=CC=NC3C3=C2C(OC[C@@](N3)(C)CC)=O)C=CC(=C1)OC (R)-6-((2,4-dimethoxybenzyl)amino)-2-ethyl-2-methyl-2,3-dihydro-[1,4]oxazepino[6,5-c][1,5]naphthyridin-5(1H)-one